2-[3-(4-fluorophenyl)-4-methoxy-1H-pyrazol-5-yl]-1H-isoindole-1,3(2H)-dione FC1=CC=C(C=C1)C1=NNC(=C1OC)N1C(C2=CC=CC=C2C1=O)=O